FC1(CCN(CC1)C1=NC(=NC=N1)C=1C=NN(C1)C1=C(C=C(C=C1)I)N1CCC2(CC2)CC1)F 6-(2-(4-(4-(4,4-difluoropiperidin-1-yl)-1,3,5-triazin-2-yl)-1H-pyrazol-1-yl)-5-iodophenyl)-6-azaspiro[2.5]octane